dodec-an-2-ol CC(CCCCCCCCCC)O